CC1C(C1)(N)C1=CC=CC2=CC=CC=C12 methyl-1-(naphthalen-1-yl)cyclopropanamine